Methyl cis-3-((tert-butoxycarbonyl)amino)-5-hydroxycyclohexane-1-carboxylate C(C)(C)(C)OC(=O)NC1CC(CC(C1)O)C(=O)OC